(2R,3R)-3-AMINO-2-OXETANECARBOXYLIC ACID N[C@H]1[C@@H](OC1)C(=O)O